N-((4-bromophenyl)(methyl)(oxo)-λ6-sulfanylidene)-4-(5-(trifluoromethyl)-1,2,4-oxadiazol-3-yl)benzamide BrC1=CC=C(C=C1)S(=NC(C1=CC=C(C=C1)C1=NOC(=N1)C(F)(F)F)=O)(=O)C